ClC=1C=CC=C2C(=CN=CC12)N1C(N(C(CC1)=O)CC1=CC=C(C=C1)OC)=O 1-(8-chloroisoquinolin-4-yl)-3-(4-methoxybenzyl)dihydropyrimidine-2,4(1H,3H)-dione